5-(2,6-Diazaspiro[3.3]heptan-2-yl)-N-[(1R)-1-(3,4-dimethoxyphenyl)ethyl]-2-methyl-benzamide C1N(CC12CNC2)C=2C=CC(=C(C(=O)N[C@H](C)C1=CC(=C(C=C1)OC)OC)C2)C